methyl-coenzyme A CSCCNC(CCNC([C@@H](C(COP(OP(OC[C@@H]1[C@H]([C@H]([C@@H](O1)N1C=NC=2C(N)=NC=NC12)O)OP(=O)(O)O)(=O)O)(=O)O)(C)C)O)=O)=O